N-(7-(4-amino-1-(piperidin-3-yl)-1H-pyrazolo[3,4-d]pyrimidin-3-yl)benzo[d][1,3]dioxol-4-yl)-4-(dimethylamino)benzamide NC1=C2C(=NC=N1)N(N=C2C2=CC=C(C1=C2OCO1)NC(C1=CC=C(C=C1)N(C)C)=O)C1CNCCC1